dimethyl 1,1-cyclohexanedicarboxylate C1(CCCCC1)(C(=O)OC)C(=O)OC